COC1OCC(O1)=C 2-Methoxy-4-methylen-1,3-dioxolan